O1COC2=C1C=CC(=C2)C2=NC=CC=C2 (benzo[d][1,3]dioxol-5-yl)pyridin